1-(2,3-Diazidopropyl)-1H-benzo[d]imidazole N(=[N+]=[N-])C(CN1C=NC2=C1C=CC=C2)CN=[N+]=[N-]